BrCC(=O)NC1=C(C=C(C=C1)C(F)(F)F)Cl 2-bromo-N-(2-chloro-4-(trifluoromethyl)phenyl)acetamide